CC1(C2=CC=CC(=C2OC=2C(=CC=CC12)P(C1=CC=CC=C1)C1=CC=C(C=C1)OC)P(C1=CC=CC=C1)C1=CC=C(C=C1)OC)C (1S,1'S)-(-)-(9,9-Dimethyl-9H-xanthene-4,5-diyl)bis((4-methoxyphenyl)(phenyl)phosphine)